4-(2-{[(4aS,7aR)-1-(oxan-3-yl)-octahydro-1H-cyclopenta[b]pyridin-4a-yl]methoxy}-8-fluoro-4-(1,4-oxazepan-4-yl)pyrido[4,3-d]pyrimidin-7-yl)-5-ethynyl-6-fluoronaphthalen-2-ol O1CC(CCC1)N1[C@H]2[C@@](CCC1)(CCC2)COC=2N=C(C1=C(N2)C(=C(N=C1)C1=CC(=CC2=CC=C(C(=C12)C#C)F)O)F)N1CCOCCC1